C(C)(C)(C)NC(C=C)=O.[K] potassium N-t-butylacrylamide